1,3-bis((2,2,6,6-tetramethylphosphinan-1-yl)methyl)benzene CC1(P(C(CCC1)(C)C)CC1=CC(=CC=C1)CP1C(CCCC1(C)C)(C)C)C